The molecule is an amino trisaccharide consisting of N-acetyl-alpha-D-glucosamine, beta-D-galactose and N-acetyl-D-galactosamine residues linked sequentially (1->4) and (1->3). It has a role as an epitope. It is a glucosamine oligosaccharide, a galactosamine oligosaccharide and an amino trisaccharide. CC(=O)N[C@@H]1[C@H]([C@@H]([C@H](O[C@@H]1O[C@H]2[C@H](O[C@H]([C@@H]([C@H]2O)O)O[C@H]3[C@H]([C@H](OC([C@@H]3NC(=O)C)O)CO)O)CO)CO)O)O